C(CCC)OC(CCCCCCCC=CC=CCC)OCCCC 14,14-dibutoxy-3,5-tetradecadiene